ClC1=CC=C(N=N1)C(C)NC(=O)C=1N=C2N(C(C1)=O)C=CC=C2 N-[1-(6-chloropyridazin-3-yl)ethyl]-4-oxo-pyrido[1,2-a]pyrimidine-2-carboxamide